4-(5-(2-methyl-[1,1'-biphenyl]-3-yl)thiophen-2-yl)benzaldehyde CC1=C(C=CC=C1C1=CC=C(S1)C1=CC=C(C=O)C=C1)C1=CC=CC=C1